(6S)-6-{[7-chloro-2-(4-fluorophenyl)[1,2,4]triazolo[1,5-c]quinazolin-5-yl]amino}-1,4-diazepan ClC1=CC=CC=2C=3N(C(=NC12)NC1CNCCNC1)N=C(N3)C3=CC=C(C=C3)F